methyl 4-bromo-2,3-dimethyl-benzoate BrC1=C(C(=C(C(=O)OC)C=C1)C)C